(1R,2R,3S,4R,5R)-5-fluoro-3-(2-methylpyridin-4-yl)-N-(5-methylthiazole-2-Yl)-7-oxabicyclo[2.2.1]Heptane-2-carboxamide F[C@H]1[C@H]2[C@@H]([C@H]([C@@H](C1)O2)C(=O)NC=2SC(=CN2)C)C2=CC(=NC=C2)C